N-[1-(4-benzyl-2,3-dihydro-1,4-benzoxazin-6-yl)but-3-enyl]-2-methyl-propane-2-sulfinamide C(C1=CC=CC=C1)N1CCOC2=C1C=C(C=C2)C(CC=C)NS(=O)C(C)(C)C